(2-(9H-carbazole-9-yl)phenyl)boronic acid C1=CC=CC=2C3=CC=CC=C3N(C12)C1=C(C=CC=C1)B(O)O